(R)-2-Methyl-6-[(1R,3aS,7aR,E)-7a-methyl-4-(prop-2-yn-1-ylidene)octahydro-1H-inden-1-yl]heptan-2-ol CC(C)(CCC[C@@H](C)[C@H]1CC[C@H]2/C(/CCC[C@]12C)=C/C#C)O